6-amino-2-(2-(dimethylamino)ethoxy)nicotinonitrile NC1=NC(=C(C#N)C=C1)OCCN(C)C